C(C)OC1=CC=CC(=N1)N1C=NC=2C1=NC=CN2 6-ethoxypyridin-2-yl-1H-imidazo[4,5-b]pyrazine